C(C)O[Si](CCCCCCCC[SiH2]C(N(CC)CC)N(CC)CC)(OCC)OCC 1-triethoxysilyl-8-bis(diethylamino)methylsilyloctane